E-((2-(4-(2-((2-(bis(2-hydroxydodecyl)amino)ethyl)(2-hydroxydodecyl)amino)ethyl)piperazin-1-yl)ethyl)azanediyl)bis(dodecan-2-ol) OC(CN(CCN(CCN1CCN(CC1)CCN(CCCCCCCCCCC(C)O)CCCCCCCCCCC(C)O)CC(CCCCCCCCCC)O)CC(CCCCCCCCCC)O)CCCCCCCCCC